C(#C)C1=CC=C(C=C1)C1=CC(=CC(=C1)C1=CC=C(C=C1)C#C)C1=CC=C(C=C1)C#C 1,3,5-tri(4-ethynyl-phenyl)benzene